2-(7-(benzyloxy)-3,3-dimethyl-1,2,3,4-tetrahydro-9H-carbazol-9-yl)-1-(pyrrolidin-1-yl)ethan-1-one C(C1=CC=CC=C1)OC1=CC=C2C=3CC(CCC3N(C2=C1)CC(=O)N1CCCC1)(C)C